C(C)(C)(C)OC(=O)N1CCC(CC1)N1N=CC(=C1)C1=CC2=C(N(C(O2)=O)CC2=NC=C(C=C2)C=2OC(=NN2)C(F)F)C=C1F 4-(4-(3-((5-(5-(difluoromethyl)-1,3,4-oxadiazol-2-yl)pyridin-2-yl)methyl)-5-fluoro-2-oxo-2,3-dihydrobenzo[d]oxazol-6-yl)-1H-pyrazol-1-yl)piperidine-1-carboxylic acid tert-butyl ester